ClC1=C(C(=O)NCC(C2=C(N=CS2)C(F)F)N2CCC(CC2)OC2=C(C(=NS2)C)C#N)C(=CC=C1)F 2-Chloro-N-(2-{4-[(4-cyano-3-methyl-1,2-thiazol-5-yl)oxy]piperidin-1-yl}-2-[4-(difluoromethyl)-1,3-thiazol-5-yl]ethyl)-6-fluorobenzamid